C(\C(\C)=C\C)(=O)O tigloic acid